FC=1C=C(C(=O)N2CCC(CC2)N2CC(C2)(N2N=CC(=C2)C=2C3=C(N=CN2)NC=C3)CC#N)C=CC1C=1SC=CN1 {1-{1-[3-fluoro-4-(1,3-thiazol-2-yl)benzoyl]piperidin-4-yl}-3-[4-(7H-pyrrolo[2,3-d]pyrimidin-4-yl)-1H-pyrazol-1-yl]azetidin-3-yl}acetonitrile